((4,6-dimethyl-2-oxo-1,2-dihydropyridin-3-yl)methyl)-3-(ethyl-(tetrahydro-2H-pyran-4-yl)amino)-2-methyl-5-(methylamino)benzamide CC1=C(C(NC(=C1)C)=O)CC1=C(C(=C(C(=O)N)C=C1NC)C)N(C1CCOCC1)CC